[Si](C1=CC=CC=C1)(C1=CC=CC=C1)(C(C)(C)C)OCC(CCC(F)(F)C=1NN=C2C1CN([C@@H](C2)C)C(=O)OC(C)(C)C)=C (R)-tert-butyl 3-(4-(((tert-butyldiphenylsilyl)oxy)methyl)-1,1-difluoropent-4-en-1-yl)-6-methyl-6,7-dihydro-2H-pyrazolo[4,3-c]pyridine-5(4H)-carboxylate